CCCCCCCC/C=C\\CCCCCCCC(=O)O[C@H](COC(=O)CCCCCCC/C=C\\C/C=C\\CCCCC)COP(=O)(O)O The molecule is a 1,2-diacyl-sn-glycerol 3-phosphate in which the acyl substituents at positions 1 and 2 are specified as linoleoyl and oleoyl respectively. It derives from an oleic acid and a linoleic acid. It is a conjugate acid of a 1-linoleoyl-2-oleoyl-sn-glycero-3-phosphate(2-).